CC1=C(C=CC(=C1)OC(F)(F)F)B(O)O 2-METHYL-4-(TRIFLUOROMETHOXY)BENZENEBORONIC ACID